N1C(=CC2=CC=CC=C12)C=1C=C(C=CC1N1CCCC1)S(=O)(=O)N1C(CC1)CN1N=NC(=C1)CN(C)C 1-(1-((1-((3-(1H-indol-2-yl)-4-(pyrrolidin-1-yl)phenyl)sulfonyl)azetidin-2-yl)methyl)-1H-1,2,3-triazol-4-yl)-N,N-dimethylmethanamine